4-[(4-methyl-2,3-dihydro-1,4-benzoxazin-7-yl)sulfonyl]morpholin CN1CCOC2=C1C=CC(=C2)S(=O)(=O)N2CCOCC2